C[C@@H]1O[C@@H](CN([C@@H]1CNC1=NC=C(C(=N1)C)C(F)(F)F)C(=O)C1=NC(=CC=C1C1=NC=CC=N1)C)C ((2S,3R,6R)-2,6-Dimethyl-3-(((4-methyl-5-(trifluoromethyl)pyrimidin-2-yl)amino)methyl)morpholino)(6-methyl-3-(pyrimidin-2-yl)pyridin-2-yl)methanone